4-(4-((benzyloxy)carbonyl)piperazin-1-yl)butanoic acid C(C1=CC=CC=C1)OC(=O)N1CCN(CC1)CCCC(=O)O